N-(5-chloro-1H-indol-3-yl)-5-(3-methoxyphenyl)isoindoline-2-carboxamide ClC=1C=C2C(=CNC2=CC1)NC(=O)N1CC2=CC=C(C=C2C1)C1=CC(=CC=C1)OC